3-(benzhydryloxy)-N5-ethyl-N2-methyl-1H-pyrrole-2,5-dicarboxamide C(C1=CC=CC=C1)(C1=CC=CC=C1)OC1=C(NC(=C1)C(=O)NCC)C(=O)NC